CC1=CC(=C(C=C1OC)CCN)OC 4-methyl-2,5-dimethoxybenzeneethanamine